C(CCCCCCCCCCCC)C1=C(C(=CC=C1C(=O)O)C(=O)O)C(=O)O tridecyl-1,2,4-benzenetricarboxylic acid